O[C@H]1C[C@@H](O[C@@H]1CO)N1C2=NC=NC(=C2N=C1)NC([C@H](CC(=O)N)N)=O (S)-4-{9-[(2R,4S,5R)-4-Hydroxy-5-(hydroxymethyl)tetrahydrofur-2-yl]-N-adenineyl}-3-amino-4-oxobutyramide